C(C)N1C=NC=2CN(CCC21)C 1-ethyl-5-methyl-4,5,6,7-tetrahydro-1H-imidazo[4,5-c]pyridin